ClC1=C(C(=CC(=C1)F)Cl)C=1C=2N(C(=CC1)C[C@@H](C(=O)OC)NC(C1=C(C=C(C=C1F)N[C@@H](C(F)(F)F)C1=CC=CC=C1)F)=O)C=CN2 methyl (S)-3-(8-(2,6-dichloro-4-fluorophenyl)imidazo[1,2-a]pyridin-5-yl)-2-(2,6-difluoro-4-(((R)-2,2,2-trifluoro-1-phenylethyl)amino)benzamido)propanoate